C(C#C)N(C(=O)C=1C=C(C=CC1COC(=O)OC1=CC=C(C=C1)[N+](=O)[O-])NC([C@H](CCCNC(=O)N)NC([C@H](C(C)C)NC(OC(C)(C)C)=O)=O)=O)CC#C tert-butyl ((S)-1-(((S)-1-((3-(di(prop-2-yn-1-yl)carbamoyl)-4-((((4-nitrophenoxy)carbonyl)oxy)methyl)phenyl)amino)-1-oxo-5-ureidopentan-2-yl)amino)-3-methyl-1-oxobutan-2-yl)carbamate